2-(2-methyl-1,3-dioxolan-2-yl)-N'-(3-methyltetrahydro-2H-pyran-4-yl)acetohydrazide CC1(OCCO1)CC(=O)NNC1C(COCC1)C